N[C@@H]1CC[C@H](CC1)C1(OC2=C(O1)C(=C(C(=C2C)C(=O)OC)Br)OC)C methyl 2-(trans-4-aminocyclohexyl)-6-bromo-7-methoxy-2,4-dimethylbenzo[d][1,3]dioxole-5-carboxylate